CN1N=C(C=C1OC(C1=C(C=C(C=C1)C(F)(F)F)S(=O)(=O)C)=O)C 2-methylsulfonyl-4-trifluoromethyl-benzoic acid (1,3-dimethylpyrazole-5-yl) ester